ethyl-2,6-dimethylpyridin-4(1H)-one C(C)N1C(=CC(C=C1C)=O)C